2-((2r,5S)-2-((S)-1-hydroxy-2-((4-(methylsulfonyl)phenyl)amino)ethyl)-1,3-dioxan-5-yl)isoindoline-1,3-dione O[C@@H](CNC1=CC=C(C=C1)S(=O)(=O)C)C1OCC(CO1)N1C(C2=CC=CC=C2C1=O)=O